ethyl (R,E)-3-(1-(4-(3H-[1,2,3]triazolo[4,5-b]pyridin-3-yl)-2-fluoro-N-(piperidin-3-yl)benzamido)isoquinolin-7-yl)acrylate N1=NN(C2=NC=CC=C21)C2=CC(=C(C(=O)N([C@H]1CNCCC1)C1=NC=CC3=CC=C(C=C13)/C=C/C(=O)OCC)C=C2)F